O=C1NC2=C(OC13CN(CC3)C#N)N=C(C=C2)C2=CC=CC=C2 2-oxo-6-phenyl-1,2-dihydrospiro[pyrido[2,3-b][1,4]oxazine-3,3'-pyrrolidine]-1'-carbonitrile